ClC=1C=C(C=CC1F)NC1=CC=NC2=CC(=C(C=C12)OCCCCI)OC N-(3-chloro-4-fluorophenyl)-6-(4-iodobutoxy)-7-methoxyquinolin-4-amine